2-(6-chloro-3-methyl-1H-indol-1-yl)-N-[2-methyl-5-(piperazin-1-yl)phenyl]propanamide ClC1=CC=C2C(=CN(C2=C1)C(C(=O)NC1=C(C=CC(=C1)N1CCNCC1)C)C)C